N-(4-((3-chloro-4-fluorophenyl)amino)-7-(3-(4-((3-(2,4-dioxotetrahydropyrimidin-1(2H)-yl)pyridin-4-yl)methyl)piperazin-1-yl)propoxy)quinazolin-6-yl)acrylamide ClC=1C=C(C=CC1F)NC1=NC=NC2=CC(=C(C=C12)NC(C=C)=O)OCCCN1CCN(CC1)CC1=C(C=NC=C1)N1C(NC(CC1)=O)=O